C12C(CC(C=C1)C2)CN2CCC1(C[C@H]1CNC=1N=NC(=CC1)C1=C(C=CC(=C1)F)Cl)CC2 N-(((1R)-6-(bicyclo[2.2.1]hept-5-en-2-ylmethyl)-6-azaspiro[2.5]octan-1-yl)methyl)-6-(2-chloro-5-fluorophenyl)pyridazin-3-amine